N1=NC=CC2=C1C=1N(C(N2)=O)CC(N1)=O imidazo[1',2':1,6]pyrimido[5,4-c]pyridazine-6,9(5H,8H)-dione